OCCN1C[C@@H](CCC1)NC=1N=NC(=C2C1C=NC=C2)C2=C(C=C(C=C2)C(F)(F)F)O 2-(4-{[(3R)-1-(2-hydroxyethyl)piperidin-3-yl]amino}pyrido[3,4-d]pyridazin-1-yl)-5-(trifluoromethyl)phenol